C(C)(=O)N1CCC(CC1)CC1=CC=2N(C=C1)N=CC2N2C(N(C(CC2)=O)CC2=C(C=C(C=C2)OC)OC)=O 1-(5-((1-acetylpiperidin-4-yl)methyl)pyrazolo[1,5-a]pyridin-3-yl)-3-(2,4-dimethoxybenzyl)dihydropyrimidine-2,4(1H,3H)-dione